CN1N=CC=2C1=NC(=CC2N2CC1=C(CC2)N(N=C1C)CC12CCC(CC1)(CC2)N2C[C@@H](OCC2)C)C (S)-4-(4-((5-(1,6-dimethyl-1H-pyrazolo[3,4-b]pyridin-4-yl)-3-methyl-4,5,6,7-tetrahydro-1H-pyrazolo[4,3-c]pyridin-1-yl)methyl)bicyclo[2.2.2]octan-1-yl)-2-methylmorpholine